CC1CN(CCC1)C1=CC=CC(=N1)C1=CN=C2N1C=C(N=C2)C(=O)N 3-(6-(3-methylpiperidin-1-yl)pyridin-2-yl)imidazo[1,2-a]pyrazine-6-carboxamide